(6R)-6-Benzyloxy-17-nitro-12-pyrimidin-2-yl-6,15-bis(trifluoromethyl)-19-oxa-3,4,13,18-tetrazatricyclo[12.3.1.12,5]nonadeca-1(17),2,4,9,14(18),15-hexaene C(C1=CC=CC=C1)O[C@]1(C2=NN=C(C3=C(C=C(C(NC(CC=CCC1)C1=NC=CC=N1)=N3)C(F)(F)F)[N+](=O)[O-])O2)C(F)(F)F